(R)-2-{1,1-dimethyl-2-[(1s,4S)-4-methoxycyclohexyl]ethylamino}-1-(m-fluorophenyl)-1-ethanol CC(CC1CCC(CC1)OC)(C)NC[C@H](O)C1=CC(=CC=C1)F